2-(4,4-difluorocyclohexyl)-4-(2,5-difluorophenyl)nicotinic acid FC1(CCC(CC1)C1=C(C(=O)O)C(=CC=N1)C1=C(C=CC(=C1)F)F)F